FC1=C(C=C(C=C1)CC1CCNCC1)NC1=NC=CC(=N1)NC1=CN=NC2=C(C=CC=C12)C N2-(2-fluoro-5-(piperidin-4-ylmethyl)-phenyl)-N4-(8-methyl-cinnolin-4-yl)-pyrimidine-2,4-diamine